(S)-1-((R)-3-amino-1-(4-((6-amino-9H-purin-9-yl)methyl)-6-(2-chloro-4-methoxyphenyl)pyridin-3-yl)piperidin-3-yl)-2,2-difluoroethan-1-ol N[C@]1(CN(CCC1)C=1C=NC(=CC1CN1C2=NC=NC(=C2N=C1)N)C1=C(C=C(C=C1)OC)Cl)[C@@H](C(F)F)O